N-propyl-cysteine C(CC)N[C@@H](CS)C(=O)O